2-[[3-(azetidin-3-yl)-1-bicyclo[1.1.1]pentanyl]methoxy]-5-(trifluoromethyl)pyridine N1CC(C1)C12CC(C1)(C2)COC2=NC=C(C=C2)C(F)(F)F